BrCC1=CC2=C(N=C(C(N2)=O)CC)S1 6-(bromomethyl)-3-ethylthieno[2,3-b]pyrazin-2(1H)-one